FC1=C2C=NN(C2=CC=C1)CC12CC(C1)(C2)C(=O)N2N=CCC2C=2C=NC=C(C2)F (3-((4-Fluoro-1H-indazol-1-yl)methyl)bicyclo[1.1.1]pentan-1-yl)(5-(5-fluoropyridin-3-yl)-4,5-dihydro-1H-pyrazol-1-yl)methanone